1-(2-((1-methyl-1H-pyrazol-4-yl)amino)pyrimidin-4-yl)-1H-indole-3-amide HCl Cl.CN1N=CC(=C1)NC1=NC=CC(=N1)N1C=C(C2=CC=CC=C12)C(=O)N